ClC1=C(C=CC(=C1)Cl)S(=O)(=O)N1CCC(CC1)CC1=CC=CC=C1 1-((2,4-Dichlorophenyl)sulfonyl)-4-Benzylpiperidine